FC=1C=C2C(=NC1)NC=C2C2=NC=1CCCCC1C(=N2)NC2C(C1CCC2CC1)C(=O)OC (+/-)-trans-methyl 3-((2-(5-fluoro-1H-pyrrolo[2,3-b]pyridin-3-yl)-5,6,7,8-tetrahydro quinazolin-4-yl) amino)bicyclo[2.2.2]octane-2-carboxylate